N-(1-((3-(methylsulfonyl)naphthalen-1-yl)methyl)naphthalen-2-yl)methanesulfonamide CS(=O)(=O)C=1C=C(C2=CC=CC=C2C1)CC1=C(C=CC2=CC=CC=C12)NS(=O)(=O)C